C(#N)C1(CCC1)C(=O)N1CC=2N=C(SC2C1)NC(=O)C=1C=NC(=CC1C1=C(C=CC=C1)OC)C N-[5-(1-cyanocyclobutanecarbonyl)-4H,5H,6H-pyrrolo[3,4-d][1,3]thiazol-2-yl]-4-(2-methoxyphenyl)-6-methylpyridine-3-carboxamide